1-[[2-(difluoro-methoxy)pyridin-4-yl]methyl]-3-[(1S,2S)-2-hydroxy-2-methylcyclopentyl]urea FC(OC1=NC=CC(=C1)CNC(=O)N[C@@H]1[C@@](CCC1)(C)O)F